N1N=CC(=C1)CNC(=O)NC1=CC=C(C=C1)C1=NN(C2=CC=C(C=C12)Cl)C 1-((1H-Pyrazol-4-yl)methyl)-3-(4-(5-chloro-1-methyl-1H-indazol-3-yl)phenyl)urea